BrC1=C(C(=C(C(=C1[2H])F)Br)[2H])F 1,4-Dibromo-2,5-difluorobenzene-3,6-d2